N-(6-amino-5-ethyl-3-pyridyl)-2-oxo-2-[(2R,5S)-5-methyl-2-[3-[(1-methyl-4-piperidyl)methoxy]phenyl]-1-piperidyl]acetamide NC1=C(C=C(C=N1)NC(C(N1[C@H](CC[C@@H](C1)C)C1=CC(=CC=C1)OCC1CCN(CC1)C)=O)=O)CC